N-(tert-butyl)-1-(1,1-difluoroethyl)-4-fluoro-1H-pyrazole-3-sulfonamide C(C)(C)(C)NS(=O)(=O)C1=NN(C=C1F)C(C)(F)F